ClC=1C=C(C=CC1Cl)NC(=O)C1CN(CC(C1)(F)F)C(C1=CC(=CC(=C1)C1=CC=NC=C1)F)=O N-(3,4-dichlorophenyl)-5,5-difluoro-1-(3-fluoro-5-(pyridin-4-yl)benzoyl)piperidine-3-carboxamide